2,2,2-TRIFLUORO-N,N-BIS(4-METHOXYBENZYL)ETHANESULFONAMIDE FC(CS(=O)(=O)N(CC1=CC=C(C=C1)OC)CC1=CC=C(C=C1)OC)(F)F